N4-methyl-N2-(pyrrolo[1,2-a]pyrazin-6-yl)-5-(trifluoromethyl)pyrimidine-2,4-diamine CNC1=NC(=NC=C1C(F)(F)F)NC1=CC=C2N1C=CN=C2